(5-((2,6-dichlorophenyl)ethynyl)-2,3-dihydro-1H-inden-1-yl)-4-fluoropiperidine-4-carboxylic acid ClC1=C(C(=CC=C1)Cl)C#CC=1C=C2CCC(C2=CC1)N1CCC(CC1)(C(=O)O)F